(S)-1-(6-(3-((tert-butyldimethylsilyl)oxy)azetidine-1-carbonyl)-7-(4-fluorobenzyl)-2-methyl-2,3-dihydro-1H-pyrido[2,3-b][1,4]oxazin-1-yl)-2-chloroethan-1-one [Si](C)(C)(C(C)(C)C)OC1CN(C1)C(=O)C=1C(=CC2=C(OC[C@@H](N2C(CCl)=O)C)N1)CC1=CC=C(C=C1)F